BrC=1C(=CC(=NC1)N1CCN(CC1)S(=O)(=O)C1=CC=C(C=C1)NC(=O)C1=CC=C(C=C1)CCN(C(OC(C)(C)C)=O)CCCNC(=O)OC(C)(C)C)C(F)(F)F Tert-butyl N-[2-[4-[[4-[4-[5-bromo-4-(trifluoromethyl)-2-pyridyl]piperazin-1-yl]sulfonylphenyl]carbamoyl]phenyl]ethyl]-N-[3-(tert-butoxycarbonylamino)propyl]carbamate